1-bromo-2-cyclopropoxy-5-methoxy-4-(trifluoromethyl)benzene BrC1=C(C=C(C(=C1)OC)C(F)(F)F)OC1CC1